5-methyl-4-(prop-1-yn-1-yl)pyrimidine CC=1C(=NC=NC1)C#CC